(8-cyclopropylnaphthalen-1-yl)-8-fluoro-2-((hexahydro-1H-pyrrolizin-7a-yl)methoxy)-4-(2,2,2-trifluoroethoxy)pyrido[4,3-d]Pyrimidine C1(CC1)C=1C=CC=C2C=CC=C(C12)C1=NC=C(C=2N=C(N=C(C21)OCC(F)(F)F)OCC21CCCN1CCC2)F